C(=O)(OC(C)(C)C)N[C@H]1[C@@H](CCCC1)N N-BOC-trans-1,2-diaminocyclohexane